2-(1H-indazole-4-yl)-4-morpholinyl-5,6,7,8-tetrahydropyrido[3,4-d]pyrimidin N1N=CC2=C(C=CC=C12)C=1N=C(C2=C(N1)CNCC2)N2CCOCC2